N-dodecylanilinium tetrakis(pentafluorophenyl)borate FC1=C(C(=C(C(=C1[B-](C1=C(C(=C(C(=C1F)F)F)F)F)(C1=C(C(=C(C(=C1F)F)F)F)F)C1=C(C(=C(C(=C1F)F)F)F)F)F)F)F)F.C(CCCCCCCCCCC)[NH2+]C1=CC=CC=C1